1,5,6,7-tetrahydro-s-indacene C1C=CC2=CC=3CCCC3C=C12